BrC1=CC(=NC=C1)C=NS(=O)C(C)(C)C N-((4-bromopyridin-2-yl)methylene)-2-methylpropan-2-sulfinamide